C1(=CC=C(C=C1)C1=CC(N=C1)=O)C 4-(p-tolyl)pyrrol-2-one